(3aR,4R,5R,7S,8S,9R,9aS,12R)-8-hydroxy-4,7,9,12-tetramethyl-3-oxo-7-vinyldecahydro-4,9a-propanocyclopenta[8]annulen-5-yl 2-((1-hydroxy-1H-benzo[d][1,2,3]oxazaborinin-7-yl)oxy)acetate OB1NOCC2=C1C=C(C=C2)OCC(=O)O[C@H]2[C@]1([C@H]3[C@]([C@H]([C@@H]([C@@](C2)(C=C)C)O)C)(CCC3=O)CC[C@H]1C)C